FC=1C=C(C=CC1F)[C@@H]1[C@@H](C1)NC=1C2=C(N=C(N1)SCCC)NN=N2 N-((1R,2R)-2-(3,4-difluorophenyl)cyclopropyl)-5-propylsulfanyl-3H-[1,2,3]triazolo[4,5-d]pyrimidin-7-amine